CN(CC(=O)N1CCC(CC1)C=1C=C2C(=C(NC2=CC1)C=1C=C(C=2N(C1)C=C(N2)C(=O)N(C)CCO)C)C(C)C)C 6-(5-(1-(dimethylglycyl)piperidin-4-yl)-3-isopropyl-1H-indol-2-yl)-N-(2-hydroxyethyl)-N,8-dimethylimidazo[1,2-a]pyridine-2-carboxamide